(E)-N-(4-bromo-3-fluoro-7-(hydroxyimino)-8-oxo-5,6,7,8-tetrahydronaphthalen-1-yl)acetamide BrC1=C(C=C(C=2C(/C(/CCC12)=N/O)=O)NC(C)=O)F